NC1CCC(CC1)CCNC1=C(C=C(C=C1C)N1CCC(CC1)C(F)(F)F)C N-(2-((1r,4r)-4-aminocyclohexyl)ethyl)-2,6-dimethyl-4-(4-(trifluoromethyl)piperidin-1-yl)aniline